(10S,22S)-10-(2-(dimethylamino)acetamido)-16-(4-mercaptonicotinoyl)-2-methyl-4,11,21-trioxo-2,5,12,16,20-pentaazahexacosane CN(CC(=O)N[C@@H](CCCCNC(CN(C)C)=O)C(NCCCN(CCCNC(CCCCC)=O)C(C1=CN=CC=C1S)=O)=O)C